2-((1S,5R,6R)-6-(3-methoxyphenyl)-8-azabicyclo[3.2.1]octan-8-yl)isoindoline-1,3-dione COC=1C=C(C=CC1)[C@@H]1[C@H]2CCC[C@@H](C1)N2N2C(C1=CC=CC=C1C2=O)=O